tert-butyl (E)-4-(3-(3-amino-2-((4-((2-amino-6-methoxy-4-(methoxycarbonyl)phenyl)-amino)but-2-en-1-yl)amino)-5-carbamoylphenoxy)prop-1-yn-1-yl)piperidine-1-carboxylate NC=1C(=C(OCC#CC2CCN(CC2)C(=O)OC(C)(C)C)C=C(C1)C(N)=O)NC\C=C\CNC1=C(C=C(C=C1OC)C(=O)OC)N